2,5-di(iodomethyl)-1,4-dioxane ICC1OCC(OC1)CI